rac-(1S,2S,4R)-7-azabicyclo[2.2.1]heptan-2-ol [C@@H]12[C@H](C[C@@H](CC1)N2)O |r|